N1C=NC2=C1C=CC(=C2)C2=CC=CC=C2C#N 1H-benzimidazole-5-Benzonitrile